BrC1=CC2=C(N(N=N2)C)C=C1 5-bromo-1-methyl-1,2,3-benzotriazole